ClC=1C=C(SC1N1C(NC(=CC1=O)C(F)(F)F)=O)F 3-(4-chloro-2-fluoro-5-thiophenyl)-6-(trifluoromethyl)pyrimidine-2,4(1H,3H)-dione